FC=1C(=[N+](C=CC1C(=O)OC)[O-])C1=CC=C(C=C1)F 3-fluoro-2-(4-fluorophenyl)-4-(methoxycarbonyl)pyridine 1-oxide